2-(3,3-dimethylbutanoylamino)-4-[[2-methoxypropyl]-[4-(5,6,7,8-tetrahydro-1,8-naphthyridin-2-yl)butyl]amino]butanoic acid CC(CC(=O)NC(C(=O)O)CCN(CCCCC1=NC=2NCCCC2C=C1)CC(C)OC)(C)C